(R)-1-chloro-3-(2,6-dichloro-4-(2-(4-((R)-2-hydroxy-3-(1H-imidazol-1-yl)propoxy)phenyl)propan-2-yl)phenoxy)propan-2-ol ClC[C@@H](COC1=C(C=C(C=C1Cl)C(C)(C)C1=CC=C(C=C1)OC[C@@H](CN1C=NC=C1)O)Cl)O